[Ir+3].FC1=CC=C(C=C1)C1(NN=C(N1C1=CC=CC=C1)C(C)C)C(=O)[O-].FC1=CC=C(C=C1)C1(NN=C(N1C1=CC=CC=C1)C(C)C)C(=O)[O-].FC1=CC=C(C=C1)C1(NN=C(N1C1=CC=CC=C1)C(C)C)C(=O)[O-] tris[3-(4-fluorophenyl)-5-isopropyl-4-phenyl-4H-1,2,4-triazolat] iridium (III)